(1R,4r)-4-((2-((6-((R)-3-(2-ethoxyphenoxy)piperidin-1-yl)pyrazin-2-yl)amino)pyrimidin-4-yl)oxy)cyclohexane-1-carboxylic acid C(C)OC1=C(O[C@H]2CN(CCC2)C2=CN=CC(=N2)NC2=NC=CC(=N2)OC2CCC(CC2)C(=O)O)C=CC=C1